2-(2,6-dioxopiperidin-3-yl)-5-(4-(piperazin-1-ylmethyl)piperidin-1-yl)isoindoline-1,3-dione O=C1NC(CCC1N1C(C2=CC=C(C=C2C1=O)N1CCC(CC1)CN1CCNCC1)=O)=O